ClC=1C(=C(C=CC1)C1=CC=CC=C1)B(O)O (3-chloro-[1,1'-biphenyl]-2-yl)boronic acid